1-methyldichlorosilylethyl-9-vinyl-1,1,3,5,7,9,9-heptamethyl-3,5,7-tris(3,3,3-trifluoropropyl)-pentasiloxane C[Si](C(C)[Si](O[Si](O[Si](O[Si](O[Si](C)(C)C=C)(CCC(F)(F)F)C)(CCC(F)(F)F)C)(CCC(F)(F)F)C)(C)C)(Cl)Cl